1-(3-(9-(4-((3R,5R)-5-amino-1-methylpiperidin-3-yl)phenyl)-3,9-diazaspiro[5.5]undecan-3-yl)benzyl)-3-(4-methoxybenzyl)dihydropyrimidine-2,4(1H,3H)-dione N[C@@H]1C[C@@H](CN(C1)C)C1=CC=C(C=C1)N1CCC2(CCN(CC2)C=2C=C(CN3C(N(C(CC3)=O)CC3=CC=C(C=C3)OC)=O)C=CC2)CC1